1-(((S)-4,4-difluoro-5-oxopyrrolidin-2-yl)methoxy)-4-(1-((1r,4S)-4-hydroxy-4-methylcyclohexyl)-1H-pyrazol-4-yl)-7-isopropoxyisoquinoline-6-carboxamide FC1(C[C@H](NC1=O)COC1=NC=C(C2=CC(=C(C=C12)OC(C)C)C(=O)N)C=1C=NN(C1)C1CCC(CC1)(C)O)F